2-(5-chloropyridin-2-yl)-6-methyl-1,3,6,2-dioxazaborocane-4,8-dione ClC=1C=CC(=NC1)B1OC(CN(CC(O1)=O)C)=O